(E)-2-(2-(2-(2-(2-Fluoroethoxy)ethyl)-2H-indazol-5-yl)vinyl)benzo[d]thiazol-6-ol FCCOCCN1N=C2C=CC(=CC2=C1)/C=C/C=1SC2=C(N1)C=CC(=C2)O